N1(CCC1)S(=O)(=O)N[C@@H]1CC[C@H](OC1)CN1CCC2(CN(C2)C=2N=CN=NC2OC2=C(C(=O)N(C(C)C)C(C)C)C=C(C=C2)F)CC1 2-((5-(7-(((2S,5R)-5-(Azetidine-1-sulfonamido)tetrahydro-2H-pyran-2-yl)methyl)-2,7-diazaspiro[3.5]nonan-2-yl)-1,2,4-triazin-6-yl)oxy)-5-fluoro-N,N-diisopropylbenzamide